3-methyl-3-[(piperazin-1-yl)methyl]oxolan-2-one CC1(C(OCC1)=O)CN1CCNCC1